Cl.NCCN1C(C2=CC=CC=C2C1=O)=O 2-(2-Aminoethyl)-2,3-dihydro-1h-isoindole-1,3-dione hydrochloride